ClC=1C(=NC(=CC1)OC)C(=O)N1C2CN(CC1CC2)CC2=C(N=C1N2C=CC=N1)C1=CC=C(C=C1)C(C)C (3-Chloro-6-methoxypyridin-2-yl)(3-{[2-(4-isopropylphenyl)imidazolo[1,2-a]pyrimidin-3-yl]methyl}-3,8-diazabicyclo[3.2.1]oct-8-yl)methanone